2-[[8-(5-acetamido-3-pyridyl)-3-oxo-1H-benzo[e]isoindol-2-yl]methyl]prop-2-enamide C(C)(=O)NC=1C=C(C=NC1)C=1C=CC2=C(C=3CN(C(C3C=C2)=O)CC(C(=O)N)=C)C1